3-amino-3'-(bis(4-methoxybenzyl)amino)-6-chloro-2'-cyano-2-fluoro-5'-methyl-6'-(trifluoromethyl)-[1,1'-biphenyl]-4-carboxamide NC=1C(=C(C(=CC1C(=O)N)Cl)C1=C(C(=CC(=C1C(F)(F)F)C)N(CC1=CC=C(C=C1)OC)CC1=CC=C(C=C1)OC)C#N)F